1-(endo-3-((4-((2-Fluoro-3-methyl-4-((1-methyl-1H-benzo[d]imidazol-5-yl)oxy)phenyl)amino)-7-methoxyquinazolin-6-yl)oxy)-8-azabicyclo[3.2.1]octan-8-yl)prop-2-en-1-one FC1=C(C=CC(=C1C)OC1=CC2=C(N(C=N2)C)C=C1)NC1=NC=NC2=CC(=C(C=C12)OC1CC2CCC(C1)N2C(C=C)=O)OC